(3-aminophenyl)(morpholino)methanone NC=1C=C(C=CC1)C(=O)N1CCOCC1